CN(C1CCN(CC1)C(=O)N)C1=NN2C(S1)=NC(=C2)C2=CC=C(C=C2)S(=O)(=O)C 4-(methyl(6-(4-(methylsulfonyl)phenyl)imidazo[2,1-b][1,3,4]thiadiazol-2-yl)amino)piperidine-1-carboxamide